3-((2-(1-(N-(2-(dinonylamino)ethyl)-N-nonylglycyl)pyrrolidin-3-yl)ethyl)(tetradecyl)amino)propyl decanoate C(CCCCCCCCC)(=O)OCCCN(CCCCCCCCCCCCCC)CCC1CN(CC1)C(CN(CCCCCCCCC)CCN(CCCCCCCCC)CCCCCCCCC)=O